N1=C(C=CC=C1CN(CC1=CC=CC(=N1)C(=O)O)CC1=CC=CC(=N1)C(=O)O)CN(CC1=CC=CC(=N1)C(=O)O)CC1=CC=CC(=N1)C(=O)O 6,6',6'',6'''-(((pyridine-2,6-diylbis(methylene))-bis(azanetriyl))tetrakis(methylene))-tetrapicolinic acid